3-((5-(imidazo[1,2-a]pyrimidin-6-yl)-7H-pyrrolo[2,3-d]pyrimidin-2-yl)amino)-1-methylcyclobutan-1-ol N=1C=CN2C1N=CC(=C2)C2=CNC=1N=C(N=CC12)NC1CC(C1)(O)C